N-[8-(2-chlorophenyl)-9-(4-chlorophenyl)-6-(4-cyano-4-methyl-1-piperidyl)purin-2-yl]-2-methyl-propanamide ClC1=C(C=CC=C1)C=1N(C2=NC(=NC(=C2N1)N1CCC(CC1)(C)C#N)NC(C(C)C)=O)C1=CC=C(C=C1)Cl